2-(6-(((1R,3R,4R,5S)-4-fluoro-1,9-dimethyl-9-azabicyclo[3.3.1]nonan-3-yl)oxy)pyridazin-3-yl)-5-(5-methyl-2H-tetrazol-2-yl)phenol F[C@H]1[C@@H](C[C@]2(CCC[C@@H]1N2C)C)OC2=CC=C(N=N2)C2=C(C=C(C=C2)N2N=C(N=N2)C)O